S1C2=C(C=C1)C(=CC=C2)N2CCN(CC2)CCCCOC2=CC=C1C=CC(N(C1=C2)C(=O)NCCCCC)=O 7-(4-(4-(benzo[b]thiophen-4-yl)piperazin-1-yl)butoxy)-2-oxo-N-pentylquinoline-1(2H)-carboxamide